N1C=CC2=CC=C(C=C12)S(=O)(=O)N 6-indolesulfonamide